[2-fluoro-4-[3-[4-(trifluoromethyl)phenoxy]pyrazin-2-yl]phenyl]methanesulfonamide FC1=C(C=CC(=C1)C1=NC=CN=C1OC1=CC=C(C=C1)C(F)(F)F)CS(=O)(=O)N